ClC=1C=C(OC2C(C(CCC2(C)C)NC(=O)C=2N=NC(=CC2)Cl)(C)C)C=CC1C#N 6-chloro-pyridazine-3-carboxylic acid [3-(3-chloro-4-cyano-phenoxy)-2,2,4,4-tetramethyl-cyclohexyl]-amide